CN1C=C(C2=CC=CC=C12)C1=NC(=NC=C1)NC1=NN(C=C1)C 4-(1-Methyl-1H-indol-3-yl)-N-(1-methyl-1H-pyrazol-3-yl)pyrimidin-2-amine